C1=CC2=C3C(=C1)C=CNC3=CC=C2 Azaphenalene